O([C@H]1[C@H](O)[C@@H](O)[C@@H](O)[C@H](O1)CO)C1=C(C=CC=C1)OC 2-methoxyphenyl β-D-galactopyranoside